(6-(4-Cyclopropylphenyl)-2-azaspiro[3.3]heptan-2-yl)((1s,3s)-3-hydroxy-3-methylcyclobutyl)methanon C1(CC1)C1=CC=C(C=C1)C1CC2(CN(C2)C(=O)C2CC(C2)(C)O)C1